N(=NC(C)(C)C(NCC=C)=N)C(C)(C)C(NCC=C)=N 2,2'-azobis[2-(N-allylamidino)propane]